C[C@@]1(OCC2=C1N=C(N=C2)C(=O)N[C@@H]2C(N(C=1N(CC2)N=C(C1)C)C)=O)CC(F)(F)F |r| rac-(7R)-7-methyl-N-[rac-(6S)-2,4-dimethyl-5-oxo-7,8-dihydro-6H-pyrazolo[1,5-a][1,3]diazepin-6-yl]-7-(2,2,2-trifluoroethyl)-5H-furo[3,4-d]pyrimidine-2-carboxamide